S(=O)(=O)(O)O.O1C(=CC(=O)C=2C(O)=CC(O)=CC12)C1=CC=C(O)C=C1 apigenin-sulfate